tert-butyl (2S,6R)-4-(6-fluoroquinoxalin-5-yl)-2,6-dimethyl-piperazine-1-carboxylate FC=1C(=C2N=CC=NC2=CC1)N1C[C@@H](N([C@@H](C1)C)C(=O)OC(C)(C)C)C